3-bromo-4-chloro-quinolin-6-ol BrC=1C=NC2=CC=C(C=C2C1Cl)O